CC=1C=C(C=CC1CCCCCCCCCC)O 3-Methyl-4-decylphenol